ClC1=CC=C(C=C1)[C@@H](CC(=O)NC[C@H](CC1=C(C=C(C(=O)NC)C=C1)C)N(C)C)C1(CC1)C(F)(F)F 4-((S)-3-((R)-3-(4-chlorophenyl)-3-(1-(trifluoromethyl)cyclopropyl)propanamido)-2-(dimethylamino)propyl)-N,3-dimethylbenzamide